NC[C@@]1([C@@H]2CCN(C[C@H]12)C1=CN=C2C(=N1)NN=C2C=2C=C1C=CNC(C1=CC2Cl)=O)C2=C(C=CC=C2)F 6-(6-((1S,6R,7R)-7-(aminomethyl)-7-(2-fluorophenyl)-3-azabicyclo[4.1.0]heptan-3-yl)-1H-pyrazolo[3,4-b]pyrazin-3-yl)-7-chloroisoquinolin-1(2H)-one